1-(5-(2-(1H-Tetrazol-5-yl)phenyl)isoindolin-2-yl)pentan-1-one N1N=NN=C1C1=C(C=CC=C1)C=1C=C2CN(CC2=CC1)C(CCCC)=O